arginine-15N [15NH2][C@@H](CCCNC(N)=N)C(=O)O